CN1C=C(C2=CC=CC=C12)C=1C(NNC1C1=CN(C2=CC=CC=C12)C)=O 4,5-bis(1-methyl-1H-indol-3-yl)-1,2-dihydropyrazol-3-one